COC(=O)C1(CCOCC1)CCCI 4-(3-iodopropyl)tetrahydro-2H-pyran-4-carboxylic acid methyl ester